tert-butyl ((R)-4-(methylsulfonyl)-1-oxo-1-(((R)-4-phenyl-1-(4,4,5,5-tetramethyl-1,3,2-dioxaborolan-2-yl)butyl)amino)butan-2-yl)carbamate CS(=O)(=O)CC[C@H](C(N[C@@H](CCCC1=CC=CC=C1)B1OC(C(O1)(C)C)(C)C)=O)NC(OC(C)(C)C)=O